(1R,3S)-4'-Chloro-5'-(7-(2-oxopiperazin-1-yl)-1H-indol-3-yl)-1',2'-dihydrospiro[cyclopentane-1,3'-pyrrolo[2,3-b]pyridine]-3-carboxamide ClC1=C2C(=NC=C1C1=CNC3=C(C=CC=C13)N1C(CNCC1)=O)NC[C@]21C[C@H](CC1)C(=O)N